2-(2-bromo-1H-benzimidazol-1-yl)-1-(4-(4-(5-(2,6-difluorophenyl)-4,5-dihydroisoxazol-3-yl)thiazol-2-yl)piperidin-1-yl)ethan-1-one BrC1=NC2=C(N1CC(=O)N1CCC(CC1)C=1SC=C(N1)C1=NOC(C1)C1=C(C=CC=C1F)F)C=CC=C2